C1N(CC2=CC=CC=C12)CCC(=O)C=1C=C2C(CCOC2=CC1)=O 6-(3-(isoindolin-2-yl)propionyl)chroman-4-one